ClC=1C2=C(N(C(N1)=O)CC1=CC=C(C=C1)OC)C=C(C=N2)N2CCOCC2 4-Chloro-1-[(4-methoxyphenyl)methyl]-7-morpholino-pyrido[3,2-d]pyrimidin-2-one